BrC=1C=2C(N=C3N(C2C=CC1)C1=CC(=CC=C1C31CCCCC1)N1CCC(CC1)CN1CCN(CC1)C=1C=C3CN(C(C3=CC1)=O)C1C(NC(CC1)=O)=O)=O 3-(5-(4-((1-(4'-bromo-5'-oxo-5'H-spiro[cyclohexane-1,7'-indolo[1,2-a]quinazolin]-10'-yl)piperidin-4-yl)methyl)piperazin-1-yl)-1-oxoisoindolin-2-yl)piperidine-2,6-dione